C(C)(=O)N1CCN(CC1)C1=NC2=C(C=C(C=C2C(N1C)=O)C)C(C)NC1=C(C(=O)O)C=CC=C1 2-((1-(2-(4-acetylpiperazin-1-yl)-3,6-dimethyl-4-oxo-3,4-dihydroquinazolin-8-yl)ethyl)amino)benzoic acid